1-(2-methoxy-4-methyl-pyrimidin-5-yl)-2-oxo-6-(trifluoromethyl)pyridine-3-carboxylic acid COC1=NC=C(C(=N1)C)N1C(C(=CC=C1C(F)(F)F)C(=O)O)=O